(R or S)-3-(3-fluoro-4-methylphenyl)-N-(5-(hydroxymethyl)-2-methoxyphenyl)-3-(1,2,4-thiadiazol-5-yl)pyrrolidine-1-carboxamide FC=1C=C(C=CC1C)[C@]1(CN(CC1)C(=O)NC1=C(C=CC(=C1)CO)OC)C1=NC=NS1 |o1:8|